6-fluoro-4-(4-fluorophenyl)-N-((tetrahydrofuran-3-yl)methyl)-3,4-dihydroquinoxaline-1(2H)-carboxamide FC=1C=C2N(CCN(C2=CC1)C(=O)NCC1COCC1)C1=CC=C(C=C1)F